C(CCCCC)SCCNC(CCNC([C@@H](C(COP(OP(OC[C@@H]1[C@H]([C@H]([C@@H](O1)N1C=NC=2C(N)=NC=NC12)O)OP(=O)(O)O)(=O)O)(=O)O)(C)C)O)=O)=O Hexanyl-CoA